FC1=CC2=C(NC([C@H](CS2)NC(OC(C)(C)C)=O)=O)C=C1[N+](=O)[O-] tert-butyl N-[(3R)-8-fluoro-7-nitro-4-oxo-3,5-dihydro-2H-1,5-benzothiazepin-3-yl]carbamate